(3r,4r)-1-(5-chloro-1-((S)-1-(5-chloropyridin-2-yl)ethyl)-1H-benzo[d]imidazol-2-yl)-4-fluoropiperidin-3-amine hydrochloride Cl.ClC1=CC2=C(N(C(=N2)N2C[C@H]([C@@H](CC2)F)N)[C@@H](C)C2=NC=C(C=C2)Cl)C=C1